NC1=NC(=NC(=N1)C=1C=CC=2N(C1)C(=NC2)C)N2C[C@@H](CC[C@@H]2C)C(=O)O (3r,6s)-1-(4-amino-6-(3-methylimidazo[1,5-a]pyridin-6-yl)-1,3,5-triazin-2-yl)-6-methylpiperidine-3-carboxylic acid